3-Oxabicyclo[3.1.0]hexan-6-yl(8-amino-7-fluoro-6-(8-methyl-2,3-dihydro-1H-pyrido[2,3-b][1,4]oxazin-7-yl)isoquinolin-3-yl)carbamate C12COCC2C1OC(NC=1N=CC2=C(C(=C(C=C2C1)C1=C(C2=C(OCCN2)N=C1)C)F)N)=O